2,5-dibromo-3,4-dicarboxythiophene BrC=1SC(=C(C1C(=O)O)C(=O)O)Br